FC1(C(C(=C(C=C1F)F)F)N=C=O)N=C=O 2,3,5,6-tetrafluorophenylene diisocyanate